C(C=CCCCCCCC)=O Decen-1-Al